3-CARBAMOYL-2,3-DIMETHYLPROP-2-ENOIC ACID C(N)(=O)C(=C(C(=O)O)C)C